2-(2-(dimethylamino)benzyl)-7-methoxypyrazolo[1,5-c]quinazolin-5-amine CN(C1=C(CC2=NN3C(=NC=4C(=CC=CC4C3=C2)OC)N)C=CC=C1)C